(S)-1-(5-(6-chloro-7-fluoro-3-(1H-imidazol-1-yl)-5-methoxy-1-methyl-1H-indol-2-yl)-4H-1,2,4-triazol-3-yl)-2-methoxy-N-methylethan-1-amine ClC1=C(C=C2C(=C(N(C2=C1F)C)C=1NC(=NN1)[C@@H](COC)NC)N1C=NC=C1)OC